[Br-].[Br-].OCC[NH2+]CC[NH2+]CCO N,N'-bis(2-hydroxyethyl)ethane-1,2-diaminium dibromide